N1-(4-(4-(3-fluoro-6,7-dihydro-5H-pyrrolo[3,4-b]pyridine-6-carboxamido)phenyl)bicyclo[2.2.2]octan-1-yl)-N2-(2-hydroxy-2-methylpropyl)oxalamide monosulfate sodium [Na+].S(=O)(=O)([O-])[O-].FC=1C=C2C(=NC1)CN(C2)C(=O)NC2=CC=C(C=C2)C21CCC(CC2)(CC1)NC(C(=O)NCC(C)(C)O)=O.[Na+]